ergost-22-ene-3β,7α-diol CC(C)[C@@H](C)C=C[C@@H](C)[C@H]1CC[C@H]2[C@@H]3[C@@H](CC4C[C@H](CC[C@]4(C)[C@H]3CC[C@]12C)O)O